CO[Si](OC(C)C)(OC)OC trimethoxy(iso-propoxy)silane